N-(4-hydroxy-3-ethoxybenzyl)nonanamide OC1=C(C=C(CNC(CCCCCCCC)=O)C=C1)OCC